1,2,2,3,3,4,4,5,5,6,6,7,7,8,8,9,9,10,10,11-icosafluoroundecyl acrylate C(C=C)(=O)OC(C(C(C(C(C(C(C(C(C(CF)(F)F)(F)F)(F)F)(F)F)(F)F)(F)F)(F)F)(F)F)(F)F)F